N-(7-chloro-6-(1-((3S,4S)-4-hydroxy-3-methyltetrahydrofuran-3-yl)piperidin-4-yl)isoquinolin-3-yl)-2-(1-methyl-5-(trifluoromethyl)-1H-pyrazol-4-yl)cyclopropane-1-carboxamide ClC1=C(C=C2C=C(N=CC2=C1)NC(=O)C1C(C1)C=1C=NN(C1C(F)(F)F)C)C1CCN(CC1)[C@]1(COC[C@H]1O)C